5-({4-[(1R,5S)-8-(cyclopropylcarbonyl)-3,8-diazabicyclo[3.2.1]oct-3-yl]-5-fluoropyrimidin-2-yl}amino)pyridine-2-sulfonamide C1(CC1)C(=O)N1[C@H]2CN(C[C@@H]1CC2)C2=NC(=NC=C2F)NC=2C=CC(=NC2)S(=O)(=O)N